[K+].OC(COC(COCC(=O)[O-])CCCCCCCC(C)C)CCCCCCCC(C)C 2-((2-((2-hydroxyisododecyl)oxy)isododecyl)oxy)acetic acid potassium salt